CC1CC2CCCN2C1 2-methylhexahydro-1H-pyrrolizin